2-[4-(tert-butoxycarbonyl)piperazin-1-yl]pyrimidine-5-carboxylic acid C(C)(C)(C)OC(=O)N1CCN(CC1)C1=NC=C(C=N1)C(=O)O